C(C)(=O)C1=C(C2=C(N=C(N=C2)NC2=CC=C(C=N2)N2CCC(CC2)C2CCN(CC2)C=2C=C(C=CC2)C2C(NC(CC2)=O)=O)N(C1=O)C1CCCC1)C 3-(3-(1'-(6-((6-acetyl-8-cyclopentyl-5-methyl-7-oxo-7,8-dihydro-pyrido[2,3-d]pyrimidin-2-yl)amino)pyridin-3-yl)-[4,4'-bipiperidin]-1-yl)phenyl)piperidine-2,6-dione